methyl (S)-2-(2-(1H-pyrazol-1-yl)ethyl)-3-(2-((S)-3-acetamidopyrrolidin-1-yl)-2-oxoethyl)-7-methyl-3,7,8,9-tetrahydro-6H-imidazo[4,5-f]quinoline-6-carboxylate N1(N=CC=C1)CCC=1N(C=2C(=C3CC[C@@H](N(C3=CC2)C(=O)OC)C)N1)CC(=O)N1C[C@H](CC1)NC(C)=O